O1C=2N(CC1)N=C(C2)CN2C(C1=CC=C(C=C1C=N2)S(=O)(=O)C2=CC=CC=C2)=O 2-((2,3-dihydropyrazolo[5,1-b]oxazol-6-yl)methyl)-6-(phenylsulfonyl)phthalazin-1(2H)-one